4-(5-oxo-4,5-dihydro-1,2,4-thiadiazol-3-yl)benzoic acid O=C1NC(=NS1)C1=CC=C(C(=O)O)C=C1